CC1C(OC1=O)=O 3-methyl-2,4-oxetanedione